C1(CC1)C1=CN(C=2N=CN=C(C21)N2C[C@H](N(C[C@@H]2C)C(=O)OC(C)(C)C)C)C2=NC=CC(=C2)I tert-Butyl (2R,5S)-4-(5-cyclopropyl-7-(4-iodopyridin-2-yl)-7H-pyrrolo[2,3-d]pyrimidin-4-yl)-2,5-dimethylpiperazine-1-carboxylate